FC(OC1=CC(=NN1)NC1=NC(=CN=C1)N(C1CCNCC1)C)F N2-(5-(difluoromethoxy)-1H-pyrazol-3-yl)-N6-methyl-N6-(piperidin-4-yl)pyrazine-2,6-diamine